methyl 2-(3-(2-(((6-chloro-2-methylpyrimidin-4-yl)oxy)methyl)-6-cyclopropylimidazo[1,2-a]pyridin-8-yl)-2,5-dioxoimidazolidin-1-yl)acetate ClC1=CC(=NC(=N1)C)OCC=1N=C2N(C=C(C=C2N2C(N(C(C2)=O)CC(=O)OC)=O)C2CC2)C1